OCC1(C=CCO1)OC 5-hydroxymethyl-5-methoxyfuran